C12CN(CC(CC1)O2)C2=CC=C(C=C2)CN 1-(4-{8-oxa-3-azabicyclo[3.2.1]oct-3-yl}phenyl)methanamine